O=C1C2C=CC1CC2 7-oxo-bicyclo[2.2.1]hept-2-ene